N[C@@H](C(=O)N)CCC=1N=NN(C1)C(CO)(CO)CO (R)-2-amino-4-(1-(1,3-dihydroxy-2-(hydroxymethyl)propan-2-yl)-1H-1,2,3-triazol-4-yl)butanamide